C(C(C)(C)C)O neopentyl alcohol